BrC1=NC=C(C(=C1)N[C@H]1C[C@H](CCC1)NC(OC(C)(C)C)=O)NC(COC)=O tert-butyl N-[(1S,3R)-3-[[2-bromo-5-[(2-methoxyacetyl)amino]-4-pyridyl]amino]cyclohexyl]carbamate